C(C)(C)(C)C=1C=C(N(N1)C1=CC=C(C=C1)C)NC(=O)NC1=CC=C(C2=CC=CC=C12)OCCOC(=O)N1CCOCC1 1-[5-tert-butyl-2-p-tolyl-2H-pyrazol-3-yl]-3-[4-(2-(morpholin-4-yl-carbonyloxy)ethoxy)naphthalen-1-yl]-urea